3-trans-3,4-dihydroxy-L-proline OC1[C@H](NCC1O)C(=O)O